C(N)(=O)C=1C(=C(C(=C2C(=C(NC12)C)C#N)C1=CCCN(C1)C(=O)OC(C)(C)C)F)F tert-butyl 5-(7-carbamoyl-3-cyano-5,6-difluoro-2-methyl-1H-indol-4-yl)-3,6-dihydropyridine-1(2H)-carboxylate